N,N,N-Trimethyl-5-((2,3,5,6-tetrafluorophenoxy)-carbonyl)pyridin-2-aminium trifluoromethanesulfonate FC(S(=O)(=O)[O-])(F)F.C[N+](C1=NC=C(C=C1)C(=O)OC1=C(C(=CC(=C1F)F)F)F)(C)C